(2R)-2-(4-bromo-3,5-dimethoxyphenyl)-1,4-dioxane BrC1=C(C=C(C=C1OC)[C@H]1OCCOC1)OC